BrC1=CC2=CN(N=C2C=C1)C1=CC(=CC=C1)C(C)(C)C 5-bromo-2-(3-(tert-butyl)phenyl)-2H-indazole